3-(2-oxa-6-azaspiro[3.3]Hept-6-yl)benzene-1,2-diamine C1OCC12CN(C2)C2=C(C(=CC=C2)N)N